[2-hydroxy-4-[(3-methyl-2-buten-1-yl)oxy]phenyl]phenylmethanone OC1=C(C=CC(=C1)OCC=C(C)C)C(=O)C1=CC=CC=C1